COC1=CC=C(C=C1)C1=CC(N(N=C1C1=CC=C(C=C1)OC)C)=O 5,6-bis(4-methoxyphenyl)-2-methyl-3(2H)-pyridazinone